2-(2,6-dioxopiperidin-3-yl)-5-(6-(piperidin-4-ylmethyl)-2,6-diazaspiro[3.3]heptan-2-yl)isoindoline-1,3-dione O=C1NC(CCC1N1C(C2=CC=C(C=C2C1=O)N1CC2(C1)CN(C2)CC2CCNCC2)=O)=O